octadecylethoxysilane C(CCCCCCCCCCCCCCCCC)[SiH2]OCC